COC=1C=C(C(=NC1C1=CC=CC=2N(C=NC21)C)C(=O)N)NC2=CC=C1C(=N2)CN(C12CCN(CC2)C2COC2)CC(F)(F)F 5-methoxy-6-(1-methyl-1H-benzo[d]imidazol-4-yl)-3-((1-(oxetan-3-yl)-6'-(2,2,2-trifluoroethyl)-6',7'-dihydrospiro[piperidine-4,5'-pyrrolo[3,4-b]pyridin]-2'-yl)amino)picolinamide